C(CCC)NC1C(CCCC1)N N-butylcyclohexane-1,2-diamine